ClC1=C(C(=O)NCC=2C=NC(=CC2)OC)C(=CC=C1)OCC1CCC1 2-chloro-6-(cyclobutylmethoxy)-N-((6-methoxypyridin-3-yl)methyl)benzamide